ClC1=C(C=C(C(=C1)Cl)OCC#C)NC(CSCC(=O)O)=O 2-((2-((2,4-dichloro-5-(prop-2-yn-1-yloxy)phenyl)amino)-2-oxoethyl)thio)acetic acid